FC(C1=CC=C(CNC2=C3N=CN(C3=NC(=N2)C=2C=NC=C(C2)Cl)[C@H]2[C@@H]([C@@H]([C@H](O2)C(=O)NC([2H])([2H])[2H])O)O)C=C1)(F)F (2S,3S,4R,5R)-5-(6-(4-(trifluoromethyl)benzylamino)-2-(5-chloropyridin-3-yl)-9H-purin-9-yl)-3,4-dihydroxyl-N-(methyl-d3)-tetrahydrofuran-2-formamide